C(C)OC([C@@H](C1=CC(=CC=C1)OC(F)(F)F)NC(=O)OC(C)(C)C)=O.COC=1C=CC=2N(C1CC(=O)N)C=NC2 (6-methoxyimidazo[1,5-a]pyridin-5-yl)acetamide ethyl-(R)-2-((tert-butoxycarbonyl)amino)-2-(3-(trifluoromethoxy)phenyl)acetate